ethyl 1-(4-{3-azabicyclo[3.1.1]heptan-3-yl}butyl)-2-oxo-6-(trifluoromethyl)-1,2-dihydropyridine-3-carboxylate C12CN(CC(C1)C2)CCCCN2C(C(=CC=C2C(F)(F)F)C(=O)OCC)=O